4-(di-p-tolylamino)styrylbenzene C1(=CC=C(C=C1)N(C1=CC=C(C=CC2=CC=CC=C2)C=C1)C1=CC=C(C=C1)C)C